4-ethylamino-5H-naphthalene C(C)NC1=CC=CC=2C=CCCC12